C(C(C)C)NC(=O)[C@H](O)[C@@H](O)[C@@H](O)CO N-isobutyl-L-arabinonamid